1-(6-bromo-2-methoxyquinolin-3-yl)-2-(2,6-diethoxypyridin-4-yl)-1-(6-(diethylamino)pyridin-3-yl)-4-(dimethylamino)butan-2-ol BrC=1C=C2C=C(C(=NC2=CC1)OC)C(C(CCN(C)C)(O)C1=CC(=NC(=C1)OCC)OCC)C=1C=NC(=CC1)N(CC)CC